1-{4-[(1E)-N-{[4-cyclohexyl-3-(trifluoromethyl)benzyl]oxy}ethanimidoyl]-2-ethylbenzyl}-3-azetidinecarboxylic acid C1(CCCCC1)C1=C(C=C(CO/N=C(\C)/C2=CC(=C(CN3CC(C3)C(=O)O)C=C2)CC)C=C1)C(F)(F)F